Cl.FC1=CC(=CC2=C1N=C(S2)N(C2CCNCC2)C)C=2C=C(C=1N(N2)C=C(N1)C)OC 4-Fluoro-6-(8-methoxy-2-methylimidazo[1,2-b]pyridazin-6-yl)-N-methyl-N-(piperidin-4-yl)-1,3-benzothiazol-2-amin-Hydrochlorid